2-(5-(2,4-dichlorophenyl)thiophen-2-yl)-N-(3-(1,1-dioxidothiomorpholino)propyl)acetamide ClC1=C(C=CC(=C1)Cl)C1=CC=C(S1)CC(=O)NCCCN1CCS(CC1)(=O)=O